5-(2-(2-fluoro-6-(piperidin-1-ylmethyl)pyridin-4-yl)-1H-pyrrolo[2,3-b]pyridin-4-yl)-1H-indazol-3-amine FC1=NC(=CC(=C1)C1=CC=2C(=NC=CC2C=2C=C3C(=NNC3=CC2)N)N1)CN1CCCCC1